BrC1=C(C=CC=C1)OC(F)F 1-bromo-2-(difluoromethoxy)benzene